ClC=1C=C(C=NC1Cl)NC(=O)[C@H]1[C@H]2[C@@H]3C[C@@H]3[C@@H]([C@@H]1C1=C(C(=NC=C1)F)F)O2 (1S,2S,4R,5R,6R,7S)-N-(5,6-dichloropyridin-3-yl)-7-(2,3-difluoropyridin-4-yl)-8-oxatricyclo[3.2.1.02,4]octane-6-carboxamide